CC1=C(C=NN1)C1=CC=C2C(=N1)SC(=N2)NC2=NC=CC(=C2)N2CCN(CC2)CCC(F)(F)F 5-(5-methyl-1H-pyrazol-4-yl)-N-(4-(4-(3,3,3-trifluoropropyl)piperazin-1-yl)pyridin-2-yl)thiazolo-[5,4-b]pyridin-2-amine